FC1=C(CN(C2CC3=C(N(N=C3CC2)C2=NC=CC=C2)O)C)C=CC(=C1)F 5-[(2,4-difluorobenzyl)methylamino]-2-pyridin-2-yl-4,5,6,7-tetrahydro-2H-indazol-3-ol